CC1=CC=CC2=C(C3=CC=CC=C3C(=C12)OC(=O)C1=CC2=CC=CC=C2C=C1)OC(=O)C1=CC2=CC=CC=C2C=C1 1-methyl-9,10-bis(2-naphthoyloxy)anthracene